Rac-5-[4-amino-2-(4-fluoroanilino)thiazole-5-carbonyl]-N-(3,3-difluorocyclopentyl)isoxazole-3-carboxamide Iridium sulfate S(=O)(=O)([O-])[O-].[Ir+3].NC=1N=C(SC1C(=O)C1=CC(=NO1)C(=O)N[C@H]1CC(CC1)(F)F)NC1=CC=C(C=C1)F.S(=O)(=O)([O-])[O-].S(=O)(=O)([O-])[O-].[Ir+3] |r|